FC=1C=CC=C2C(=NNC12)C(=O)NC[C@H]1N(CCC1)C 7-fluoro-N-(((S)-1-methylpyrrolidin-2-yl)methyl)-1H-indazole-3-carboxamide